(5-(2,6-dioxopiperidin-3-yl)-4-fluoropyridazin-3-yl)methyl methanesulfonate CS(=O)(=O)OCC=1N=NC=C(C1F)C1C(NC(CC1)=O)=O